COC1=CC(=CC=2N1N=CN2)OC2=C(C=C(C=C2)NC=2C1=C(N=CN2)C=CC(=N1)C=1CCNCC1)C N-(4-(5-methoxy-[1,2,4]triazolo[1,5-a]pyridin-7-yloxy)-3-methylphenyl)-6-(1,2,3,6-tetrahydropyridin-4-yl)pyrido[3,2-d]pyrimidin-4-amine